1-methoxy-2-propanol methyl-(R)-2-(1-(cyclopropylmethyl)-6-(pyrrolidin-2-yl)-1H-pyrrolo[2,3-b]pyridin-2-yl)-7-methoxy-1-methyl-1H-benzo[d]imidazole-5-carboxylate CC1=C(C=C(C=2N(C(=NC21)C2=CC=1C(=NC(=CC1)[C@@H]1NCCC1)N2CC2CC2)C)OC)C(=O)OC(COC)C